racemic-4-((3R*,4S*)-4-((5-cyclopropyl-7-methyl-1H-indol-4-yl)methyl)-1-methylpyrrolidin-3-yl)benzoic acid C1(CC1)C=1C(=C2C=CNC2=C(C1)C)C[C@H]1[C@@H](CN(C1)C)C1=CC=C(C(=O)O)C=C1 |r|